[Cl-].OC(COCCOCC[N+](C)(C)C)CCCCCCCCCC 2-[2-(2-hydroxydodecoxy)ethoxy]ethyl-trimethylammonium chloride